FC(C1(CC(=NO1)N1C[C@H](C(C1)(F)F)NS(=O)(=O)CC)C1=NC=C(C=C1C1=C(C=C(C=C1F)F)F)C)F N-[(3R)-1-{5-(difluoromethyl)-5-[5-methyl-3-(2,4,6-trifluorophenyl)pyridin-2-yl]-4,5-dihydro-1,2-oxazol-3-yl}-4,4-difluoropyrrolidin-3-yl]ethanesulfonamide